ClC1=C2C(=NC=C1)NC(=C2)C2(COC2)O 3-(4-chloro-1H-pyrrolo[2,3-b]pyridin-2-yl)oxetan-3-ol